(S)-8-(4-chloro-2-isopropoxyphenyl)-N-(7-(pyrrolidin-1-yl)-6,7,8,9-tetrahydro-5H-benzo[7]annulen-2-yl)quinazolin-2-amine ClC1=CC(=C(C=C1)C=1C=CC=C2C=NC(=NC12)NC=1C=CC2=C(CC[C@H](CC2)N2CCCC2)C1)OC(C)C